C1(CC1)C(C1=NC=CC(=C1)OC1=C(C=C(C=C1F)CO)F)(F)F [4-[[2-[cyclopropyl-(difluoro)methyl]-4-pyridyl]oxy]-3,5-difluoro-phenyl]methanol